CN1CCC(CC1)C1=CC=C(C=C1)OB(O)O [4-(1-methylpiperidin-4-yl)phenyl]Boric acid